C(#N)C1=CC=NC=2CCN(C(C12)C)C(=O)OC(C)(C)C tert-butyl 4-cyano-5-methyl-7,8-dihydro-1,6-naphthyridine-6(5H)-carboxylate